5-(5-methylpyridin-3-yl)phenol CC=1C=C(C=NC1)C=1C=CC=C(C1)O